CC(CC)(C=C)O 3-methyl-4-penten-3-ol